hydroxypropane methacrylate lithium [Li+].C(C(=C)C)(=O)[O-].OCCC